C[Si](C)(C)C Tetramethyl-silicon